monoglycerol behenate C(CCCCCCCCCCCCCCCCCCCCC)(=O)OCC(O)CO